N-[6-(2-hydroxyethoxy)-5-(2-methoxyphenoxy)-2-pyrimidin-2-yl-pyrimidin-4-yl]-4-tert-butylbenzenesulfonamide OCCOC1=C(C(=NC(=N1)C1=NC=CC=N1)NS(=O)(=O)C1=CC=C(C=C1)C(C)(C)C)OC1=C(C=CC=C1)OC